BrC=1C=CC2=C(C(=C(O2)C(C)C)CO)C1 (5-bromo-2-isopropylbenzofuran-3-yl)methanol